3-amino-2-(4-fluorophenyl)-N-[3-(1H-pyrazol-4-yl)-1H-indol-7-yl]propionamide NCC(C(=O)NC=1C=CC=C2C(=CNC12)C=1C=NNC1)C1=CC=C(C=C1)F